C(C)(C)(C)OC(COCCN([C@@H](C(C)C)C(=O)O)C(=O)OCC1C2=CC=CC=C2C=2C=CC=CC12)=O 2-(2-(tert-butoxy)-2-oxoethoxy)ethyl(((9H-fluoren-9-yl)methoxy)carbonyl)-L-valine